C(C)N(C(OC(C)(C)C)=O)CCC(NNC(=O)C1=NC=CN=C1NC1=CC=C(C=C1)C(F)(F)F)=O tert-butyl N-ethyl-N-[3-oxo-3-[2-[3-[4-(trifluoromethyl)anilino]pyrazine-2-carbonyl]hydrazino]propyl]carbamate